rel-(1R,3R)-N1-(2-{3-[(4-methanesulfonyl-2-methoxyphenyl)amino]prop-1-yn-1-yl}-1-(2,2,2-trifluoroethyl)-1H-indol-4-yl)cyclohexane-1,3-diamine CS(=O)(=O)C1=CC(=C(C=C1)NCC#CC=1N(C2=CC=CC(=C2C1)N[C@H]1C[C@@H](CCC1)N)CC(F)(F)F)OC |o1:24,26|